IC1=CN=C2N1N=C(C(=C2)O[C@H](C(C)(O)C)C)C (3S)-3-(3-iodo-6-methyl-imidazo[1,2-b]pyridazin-7-yl)oxy-2-methyl-butan-2-ol